4-{(1S)-1-[(8-benzyl-7-oxo-pyrido[2,3-d]pyrimidin-2-yl)amino]ethyl}benzoic acid methyl ester COC(C1=CC=C(C=C1)[C@H](C)NC=1N=CC2=C(N1)N(C(C=C2)=O)CC2=CC=CC=C2)=O